N-((1-decyl-1H-1,2,3-triazol-4-yl)methyl)-4,5-dimethoxy-4'-(trifluoromethyl)-[1,1'-biphenyl]-2-sulfonamide C(CCCCCCCCC)N1N=NC(=C1)CNS(=O)(=O)C=1C(=CC(=C(C1)OC)OC)C1=CC=C(C=C1)C(F)(F)F